N,N'-(2,2'-dimethyl-[1,1'-biphenyl]-3,3'-diyl)bis(5-((4-hydroxypiperidin-1-yl)methyl)-4-methoxypicolinamide) CC1=C(C=CC=C1NC(C1=NC=C(C(=C1)OC)CN1CCC(CC1)O)=O)C1=C(C(=CC=C1)NC(C1=NC=C(C(=C1)OC)CN1CCC(CC1)O)=O)C